C(=O)O.N1(CCC1)C[C@@H]1N(CCC1)C1=C(C=C(C(=C1)OC)NC1=NC=CC(=N1)NC1=C(C=C(C(=C1)Cl)F)C(C)(C)O)NC(C=C)=O (R)-N-(2-(2-(azetidin-1-ylmethyl)pyrrolidin-1-yl)-5-(4-(5-chloro-4-fluoro-2-(2-hydroxypropan-2-yl)phenylamino)pyrimidin-2-ylamino)-4-methoxyphenyl)acrylamide formic Acid Salt